[Te-2].[Eu+3].[Pb+2] lead europium telluride